1-(tetrahydro-2H-pyran-2-yl)-1H-pyrazolo[3,4-b]pyridine-4-thiol sodium salt [Na].O1C(CCCC1)N1N=CC2=C1N=CC=C2S